ClC1=C(C=C2C(=CNC2=C1F)C=1C=NNC1)OC 6-chloro-7-fluoro-5-methoxy-3-(1H-pyrazol-4-yl)-1H-indole